(E)-2,4-dibromo-6-(((2-(2,3-dihydrobenzo[b][1,4]dioxin-6-yl)-1H-benzo[d]imidazol-5-yl)imino)methyl)benzene-1,3-diol BrC1=C(C(=CC(=C1O)Br)/C=N/C1=CC2=C(NC(=N2)C2=CC3=C(OCCO3)C=C2)C=C1)O